C1(=CC=CC=C1)N(C1=CC=C(/C=C/C=2C=C3C=CC=CC3=CC2)C=C1)C1=CC=CC=C1 6-((E)-4-(diphenylamino)styryl)naphthalen